3-(4-(((1R,4R)-4-(aminomethyl)cyclohexyl)(pentyl)amino)-1-oxoisoindolin-2-yl)piperidine-2,6-dione hydrochloride Cl.NCC1CCC(CC1)N(C1=C2CN(C(C2=CC=C1)=O)C1C(NC(CC1)=O)=O)CCCCC